5-Propylbenzene-1,3-diol C(CC)C=1C=C(C=C(C1)O)O